(1R)-2,2-difluoro-N-{7-[6-(1-hydroxybutyl)-4-methylpyridin-3-yl]-2,6-naphthyridin-3-yl}cyclopropane-1-carboxamide FC1([C@H](C1)C(=O)NC=1N=CC2=CC(=NC=C2C1)C=1C=NC(=CC1C)C(CCC)O)F